C(C)(C)(C)C=1OC=C(N1)C(=O)NCC1=C(C=C(C=C1)C1=NC=NN2C1=CC(=C2)C=2C=NN(C2)C)C(F)F 2-(tert-butyl)-N-(2-(difluoromethyl)-4-(6-(1-methyl-1H-pyrazol-4-yl)pyrrolo[2,1-f][1,2,4]triazin-4-yl)benzyl)oxazole-4-carboxamide